FC=1C=C2C(=NN(C2=CC1)C(C)=O)B1OC(C(O1)(C)C)(C)C 1-[5-fluoro-3-(4,4,5,5-tetramethyl-1,3,2-dioxaborolan-2-yl)-1H-indazol-1-yl]ethan-1-one